1-(1-hexyl)-2-methyl-3-ethylpyridinium C(CCCCC)[N+]1=C(C(=CC=C1)CC)C